6-(1-(4-(6-bromohexyl)-1H-1,2,3-triazol-1-yl)ethyl)-1H-pyrrolo[2,3-b]pyrrole BrCCCCCCC=1N=NN(C1)C(C)N1C2=C(C=C1)C=CN2